4-(3-pyridyl)phenylboronic acid N1=CC(=CC=C1)C1=CC=C(C=C1)B(O)O